S(=O)(=O)(ON1C2CCCN(C1)C2)O 1,6-diazabicyclo[3.2.1]oct-6-yl hydrogen sulfate